CN(C(=O)C1=NN2C(CN(CCC2)C(=O)OC(C)(C)C)=C1I)C tert-Butyl 2-(dimethylcarbamoyl)-3-iodo-7,8-dihydro-4H-pyrazolo[1,5-a][1,4]diazepine-5(6H)-carboxylate